NC1=NC2=CC=C(C=C2C(=N1)N)C=1N=NN(C1)C1=CC=C(C=C1)C#N 2,4-diamino-6-(1-(4-cyanophenyl)-1H-1,2,3-triazol-4-yl)quinazoline